ClC1=CC(=C(C(=C1)C)NC(=O)C=1N(N=C(C1)C(F)(F)F)C1=NC=CC=C1Cl)C(N=S(CC)CC)=O N-[4-chloro-2-[(diethyl-lambda4-sulfanylidene)carbamoyl]-6-methyl-phenyl]-2-(3-chloro-2-pyridyl)-5-(trifluoromethyl)pyrazole-3-carboxamide